ClC1=C2C(=NC=C1C#CC1=CC(=CC(=C1)OC)OC)NC=C2 4-chloro-5-((3,5-dimethoxyphenyl)ethynyl)-1H-pyrrolo[2,3-b]pyridine